ClC=1C=C(C=CC1Cl)C=1N(C(=CC(C1C(=O)O)=O)CN1N=C(C=C1OCC)C(F)(F)F)CC 2-(3,4-dichlorophenyl)-6-[[5-ethoxy-3-(trifluoromethyl)pyrazol-1-yl]methyl]-1-ethyl-4-oxo-pyridine-3-carboxylic acid